S1CC(C1)SCCSCC1SCC(SC1)CSCCSC1CSC1 2,5-bis[[2-(3-thietanylthio)ethyl]thiomethyl]-1,4-dithiane